α-L-fucose O[C@H]1[C@@H](O)[C@H](O)[C@H](O)[C@@H](O1)C